tert-butyl (3-acetyl-9-(8-((4-chloro-2-methyl-2H-indazol-5-yl)thio)imidazo[1,2-c]pyrimidin-5-yl)-3,9-diazaspiro[5.5]undecane-1-yl)carbamate C(C)(=O)N1CC(C2(CC1)CCN(CC2)C2=NC=C(C=1N2C=CN1)SC1=C(C2=CN(N=C2C=C1)C)Cl)NC(OC(C)(C)C)=O